tert-butyl (1r,3s)-3-fluoro-1-[(2-methylpropan-2-sulfinyl) amino]-8-azaspiro[4.5]decane-8-carboxylate F[C@@H]1C[C@H](C2(C1)CCN(CC2)C(=O)OC(C)(C)C)NS(=O)C(C)(C)C